2-(1,3-benzodioxol-5-yloxy)-N-cyclohexyl-N-(3-thienyl)acetamide O1COC2=C1C=CC(=C2)OCC(=O)N(C2=CSC=C2)C2CCCCC2